ClC=1C(=CC(=NC1)F)C1=NC(=CC=C1)NCC1(CCOCC1)C#N 4-(((5'-chloro-2'-fluoro-[2,4'-bipyridin]-6-yl)amino)methyl)tetrahydro-2H-pyran-4-carbonitrile